C1=C(C=CC=2C3=CC=CC=C3CC12)NC1=NC(=NC2=CC=C(C=C12)NC(C1=CC=C(C=C1)C)=O)C1=CC2=CC=CC=C2C=C1 N-(4-((9H-Fluoren-2-yl)amino)-2-(naphthalen-2-yl)quinazolin-6-yl)-4-methylbenzamide